S1CCN(CC1)CCCS 3-thiomorpholinopropane-1-thiol